N1=C(C=C(C=C1)B(O)O)C1=NC=CC(=C1)B(O)O bipyridine-4,4'-diboronic acid